N(=[N+]=[N-])CCOC[C@@]12C[C@H](N[C@H]2C1)C(=O)OCC ethyl (1S,3S,5R)-5-((2-azidoethoxy)methyl)-2-azabicyclo[3.1.0]hexane-3-carboxylate